4-((1S,4S)-5-(4-chlorobenzyl)-2,5-diazabicyclo[2.2.1]heptan-2-yl)-2-cyclopropylpyrimidine-5-carbonitrile ClC1=CC=C(CN2[C@@H]3CN([C@H](C2)C3)C3=NC(=NC=C3C#N)C3CC3)C=C1